C(C)(=O)C(C(=O)O)(CCN)N acetyl-L-2,4-diaminobutyric acid